FC(CC1=CN=CC=N1)(F)F 6-(2,2,2-trifluoroethyl)pyrazine